4,5-dichloro-3,6-bis(thieno[3,2-b]thiophen-2-yl)-N-hexadecylphthalimide ClC=1C(=C2C(C(=O)N(C2=O)CCCCCCCCCCCCCCCC)=C(C1Cl)C1=CC2=C(S1)C=CS2)C2=CC1=C(S2)C=CS1